6,7,8,9-tetrahydro-5H-pyrimido[4,5-d]azepine N1=CN=CC2=C1CCNCC2